tris(3,5-dimethylphenyl)phosphine CC=1C=C(C=C(C1)C)P(C1=CC(=CC(=C1)C)C)C1=CC(=CC(=C1)C)C